(R)-2-(4-(2-(1,5-dimethyl-6-oxo-1,6-dihydropyridin-3-yl)-3-isopropyl-1H-indol-5-yl)piperidin-1-yl)-N-(2-hydroxypropyl)acetamide CN1C=C(C=C(C1=O)C)C=1NC2=CC=C(C=C2C1C(C)C)C1CCN(CC1)CC(=O)NC[C@@H](C)O